N1=C(C=CC=C1)COC1=CC=C(C=C1)C=CC(=O)C1=CC=C(C=C1)CC(=O)O 2-[4-[3-[4-(Pyridin-2-ylmethoxy)phenyl]prop-2-enoyl]phenyl]acetic acid